N-((1R,2R,4S)-7-cyano-7-azabicyclo[2.2.1]heptan-2-yl)-3-(4-methyl-2-pyrimidinyl)-1H-indole-6-carboxamide C(#N)N1[C@H]2[C@@H](C[C@@H]1CC2)NC(=O)C2=CC=C1C(=CNC1=C2)C2=NC=CC(=N2)C